NC1=C(C([C@@](O1)([2H])C1=CC=C(C(=O)O[2H])C=C1)=O)OS(=O)(=O)C([2H])([2H])C1=CC=CC=C1 (R)-4-(5-amino-3-oxo-4-(((phenylmethyl-d2)sulfonyl)oxy)-2,3-dihydrofuran-2-yl-2-d)benzoic acid-d